C1(CC1)N(C1=CC2=C(C(=N1)C(=O)OC)CNC2=O)C methyl 6-(cyclopropyl (methyl) amino)-1-oxo-2,3-dihydro-1H-pyrrolo[3,4-c]pyridine-4-carboxylate